COC(=O)C=1C=NC=C(C1)F 5-fluoropyridine-3-carboxylic acid methyl ester